N1C(=NCC1)COC1=CC=2C=3C=C4C(=C(C3N(C2C(=C1)F)C)C)C=CN=C4 9-((4,5-dihydro-1H-imidazol-2-yl)methoxy)-7-fluoro-5,6-dimethyl-6H-pyrido[4,3-b]carbazole